N,N-diethyl-6-(5-fluoro-2-((5-(piperazine-1-yl)pyridine-2-yl)amino)pyrimidine-4-yl)benzothiazole-2-amine hydrochloride Cl.C(C)N(C=1SC2=C(N1)C=CC(=C2)C2=NC(=NC=C2F)NC2=NC=C(C=C2)N2CCNCC2)CC